(R)-1-(1-(3,3-Difluoro-1-(piperidin-4-ylmethyl)piperidin-4-yl)-3-methyl-1H-pyrrolo[2,3-b]pyridin-5-yl)dihydropyrimidine-2,4(1H,3H)-dione FC1(CN(CC[C@H]1N1C=C(C=2C1=NC=C(C2)N2C(NC(CC2)=O)=O)C)CC2CCNCC2)F